ClC=1C(=C(CNC(CNC(C)C(C)C)=O)C=CC1)F N-(3-chloro-2-fluorobenzyl)-2-((3-methylbut-2-yl)amino)acetamide